2-((3S,3aR,6R,6aS)-6-((E)-2-(3-fluoro-6-methoxy-1,5-naphthyridin-4-yl)vinyl)-6-hydroxyhexahydrofuro[3,2-b]furan-3-yl)isoindoline-1,3-dione FC=1C=NC2=CC=C(N=C2C1/C=C/[C@]1(CO[C@H]2[C@@H]1OC[C@@H]2N2C(C1=CC=CC=C1C2=O)=O)O)OC